anti-5-methyl-cytidine CC=1C(=NC(N([C@H]2[C@H](O)[C@H](O)[C@@H](CO)O2)C1)=O)N